(4-bromopyridin-2-yl)-4-(4-methylpiperazin-1-yl)butanamide Methyl-(R)-2-amino-5-(3,4-dichloro-2-((4-(methyl(phenyl)amino)pyrazolo[1,5-a][1,3,5]triazin-8-yl)methyl)phenoxy)pentanoate COC([C@@H](CCCOC1=C(C(=C(C=C1)Cl)Cl)CC=1C=NN2C1N=CN=C2N(C2=CC=CC=C2)C)N)=O.BrC2=CC(=NC=C2)C(C(=O)N)CCN2CCN(CC2)C